C(CC)OC(C)O[C@H]1C(C(CC=C1C)C)C (6S)-6-(1-propoxyethoxy)-1,4,5-trimethyl-cyclohexene